FC(CCCCN)(CN1N=CC(=C1)C1=NC2=CC=CC=C2N=C1)F 5,5-difluoro-6-(4-(quinoxalin-2-yl)-1H-pyrazol-1-yl)hexan-1-amine